tri-n-propylphosphine C(CC)P(CCC)CCC